C12CN(CC2C1)C1=CC=C(C(=C1C#N)F)COCC1=C(C(=C(C=C1)N1CC2CC2C1)C#N)F 6-{3-azabicyclo[3.1.0]hexan-3-yl}-3-{[(4-{3-azabicyclo[3.1.0]hexan-3-yl}-3-cyano-2-fluorophenyl)methoxy]methyl}-2-fluorobenzonitrile